Cl.NCCCNCCCNCC1=CC=CC=C1 N1-(3-aminopropyl)-N3-benzylpropane-1,3-diamine, hydrochloride salt